2-methoxynicotinonitrile COC1=C(C#N)C=CC=N1